(R) and (S)-(3-methoxypyrrolidin-3-yl)methanol CO[C@]1(CNCC1)CO |r|